N1C=CC=2C1=CN=CC2 1H-PYRROLO(2,3-C)PYRIDIN